3-oxo-3-(3-phenylamino-pyridin-4-yl)-propionic acid ethyl ester C(C)OC(CC(C1=C(C=NC=C1)NC1=CC=CC=C1)=O)=O